8-methyl-2,8-diazaspiro[4.5]decan-1-one CN1CCC2(CCNC2=O)CC1